ETHYL 4-METHOXYBICYCLO[2.2.2]OCTANE-1-CARBOXYLATE COC12CCC(CC1)(CC2)C(=O)OCC